(S)-1-(6-chloro-2-isopropylpyrimidin-4-yl)-7'-(3,5-difluorophenyl)dihydro-1'H,3'H,5'H-spiro[piperidine-4,2'-pyrazolo[1,2-a]pyrazol]-1'-one ClC1=CC(=NC(=N1)C(C)C)N1CCC2(CN3N([C@@H](CC3)C3=CC(=CC(=C3)F)F)C2=O)CC1